FC(OC1=CC=C(C(=N1)C)C(=O)OCC)F ethyl 6-(difluoromethoxy)-2-methylpyridine-3-carboxylate